[2-[[4-(6-bromo-2-pyridinyl)-5-oxo-1,2,4-triazol-1-yl]methyl]-3,3-difluoro-allyl]carbamic acid tert-butyl ester C(C)(C)(C)OC(NCC(=C(F)F)CN1N=CN(C1=O)C1=NC(=CC=C1)Br)=O